2-triisopropylsiloxycarbonyl-6-methyldimethoxysilylnorbornane C(C)(C)[Si](OC(=O)C1C2C(CC(C1)C2)[Si](OC)(OC)C)(C(C)C)C(C)C